[NH4+].[NH4+].C(OC1=C(C(=CC(=C1)CCCCC)O)[C@H]1[C@@H](CCC(=C1)C)C(=C)C)(OCOP(=O)(O)O)=O (1'R,2'R)-6-hydroxy-5'-methyl-4-pentyl-2'-(prop-1-en-2-yl)-1',2',3',4'-tetrahydro-[1,1'-biphenyl]-2-yl ((phosphonooxy) methyl) carbonate di-ammonium salt